OC=1C2=C(NC(N1)=S)OC(CC2)C2=CC=CC1=CC=CC=C21 4-hydroxy-7-(naphthalen-1-yl)-1,5,6,7-tetrahydro-2H-pyrano[2,3-d]pyrimidine-2-thione